5-bromo-2,4-dimethyl-oxazole BrC1=C(N=C(O1)C)C